ClC1SCCCC1 chlorothian